prop-1-en-2-ylquinoline C=C(C)C1=NC2=CC=CC=C2C=C1